C(C)(C)(C)OC(=O)N1C(N(C2=C1C=CC=C2)CC2=CC=C(C=C2)CN2C(CCC2)=O)=O oxo-3-(4-((2-oxopyrrolidin-1-yl)methyl)benzyl)-2,3-dihydro-1H-benzo[d]imidazole-1-carboxylic acid tert-butyl ester